lithium 1-methyl-3-(pyridin-2-yl)-1H-pyrazole-5-carboxylate CN1N=C(C=C1C(=O)[O-])C1=NC=CC=C1.[Li+]